BrC=1C=C(C=CC1)[C@@H](C)NC(OC(C)(C)C)=O tert-butyl (R)-(1-(3-bromophenyl)ethyl)carbamate